4-((S)-2-cyclohexyl-1-(4'-(trifluoromethyl)-[1,1'-biphenyl]-3-yl)ethoxy)-N-((S)-2-hydroxy-3-((2-hydroxyethyl)amino)-3-oxopropyl)benzamide C1(CCCCC1)C[C@H](OC1=CC=C(C(=O)NC[C@@H](C(=O)NCCO)O)C=C1)C=1C=C(C=CC1)C1=CC=C(C=C1)C(F)(F)F